5-methyloxthiolane-2,2-diAt CC1CCS(O1)(C(=O)[O-])C(=O)[O-]